2-chloro-N-(2-ethoxyethyl)-N-(2-methyl-1-phenyl-1-propenyl)acetamide tert-Butyl-N-[1-[2-(2,6-dioxo-3-piperidyl)-3-oxo-isoindolin-5-yl]-4-piperidyl]carbamate C(C)(C)(C)OC(NC1CCN(CC1)C=1C=C2C(N(CC2=CC1)C1C(NC(CC1)=O)=O)=O)=O.ClCC(=O)N(C(=C(C)C)C1=CC=CC=C1)CCOCC